[Si](C)(C)(C(C)(C)C)OCCCOC1=NN(C=C1[N+](=O)[O-])C=1C(=NC=CC1)C 3-(3-(3-((tert-butyldimethylsilyl)oxy)propoxy)-4-nitro-1H-pyrazol-1-yl)-2-methylpyridine